C(C)(C)(C)C=1C=C(C=C(C1O)C(C)(C)C)C=CC(=O)Cl 3-(3,5-di-tert-butyl-4-hydroxyphenyl)acryloyl chloride